CC=1N=C(C2=C(N1)CCO2)NC2CCC(CC2)O 4-[(2-methyl-6,7-dihydrofuro[3,2-d]pyrimidin-4-yl)amino]cyclohexanol